C(CCCC(C)C)OC(C1=CC(C(=O)O)=CC=C1)=O isophthalic acid (iso-heptyl) ester